C1(=CC=CC=C1)C1CCN(CC1)CC=1C=NC=2N(C1)N=CC2C2=CC=NC=C2 6-((4-Phenylpiperidin-1-yl)methyl)-3-(pyridin-4-yl)pyrazolo[1,5-a]pyrimidine